CN1N=C(C=C1)NCC(=O)NN 2-(1-Methyl-1H-pyrazol-3-ylamino)acetohydrazide